N[C@@H](CNC(OC(C)(C)C)=O)C1=CC=CC=C1 tert-butyl [(2R)-2-amino-2-phenylethyl]carbamate